COC(=O)[C@H]1NC[C@@H](C1)C=1C=C(C=CC1)C (2S,4S)-4-(m-tolyl)pyrrolidine-2-carboxylic acid methyl ester